2-chloro-N-(3-[4-[(R)-[4,5-dichloro-2-(prop-2-en-1-yloxy)phenyl]([[(S)-2-methylpropane-2-sulfinyl]amino])methyl]piperidin-1-yl]-2-hydroxy-3-oxopropyl)acetamide ClCC(=O)NCC(C(=O)N1CCC(CC1)[C@@H](N[S@@](=O)C(C)(C)C)C1=C(C=C(C(=C1)Cl)Cl)OCC=C)O